N,N-dimethyl-azetidine-3-amine CN(C1CNC1)C